C(C)(C)(C)OC(=O)N1C[C@H]([C@H](CC1)OC)F cis-3-fluoro-4-methoxypiperidine-1-carboxylic acid tert-butyl ester